3-chloro-5-[(1R)-1-(2,4-dichlorophenyl)ethyl]-7-iodopyrrolo[3,2-b]pyrazine ClC=1N=C2C(=NC1)C(=CN2[C@H](C)C2=C(C=C(C=C2)Cl)Cl)I